8-(4-Fluorophenyl)octanoic acid FC1=CC=C(C=C1)CCCCCCCC(=O)O